C1(CC1)C1=CC=2N=C(N=C(C2N=C1)N[C@H](CC(=O)NC)CC(C)C)N1CC2(CN(C2)C(=O)OC(C)(C)C)CC1 tertbutyl (S)-6-(7-cyclopropyl-4-((5-methyl-1-(methylamino)-1-oxohexan-3-yl)amino)pyrido[3,2-d]pyrimidin-2-yl)-2,6-diazaspiro[3.4]octane-2-carboxylate